8-Ethoxy-2-(1-methyl-2-oxabicyclo[2.1.1]hexan-4-yl)imidazo[1,2-a]pyrazine-6-carboxylic acid C(C)OC=1C=2N(C=C(N1)C(=O)O)C=C(N2)C21COC(C2)(C1)C